C1(CCCCC1)CN1C[C@@H]2[C@H](C1)CC(C2)NC=2N=NC(=CC2)C2=C(C(=CC(=C2)F)F)F (3aR,5s,6aS)-2-(cyclohexylmethyl)-N-(6-(2,3,5-trifluorophenyl)pyridazin-3-yl)octahydrocyclopenta[c]pyrrol-5-amine